5-(5-(3,4-dichloro-5-(trifluoromethyl)phenyl)-5-(trifluoromethyl)-4,5-dihydroisoxazol-3-yl)-3-methylthiophene-2-carboxylic acid ClC=1C=C(C=C(C1Cl)C(F)(F)F)C1(CC(=NO1)C1=CC(=C(S1)C(=O)O)C)C(F)(F)F